4-(methylthio)tetrahydro-2H-pyran CSC1CCOCC1